5-((3-(3-((3-Chloro-4-cyclopropylbenzyl)amino)propanamido)propyl)amino)benzo[c][2,6]naphthyridine-8-carboxamide ClC=1C=C(CNCCC(=O)NCCCNC2=NC3=C(C4=CN=CC=C24)C=CC(=C3)C(=O)N)C=CC1C1CC1